2,6-Dichloro-4-(trifluoromethyl)pyridine methyl-2-amino-N-methylpyrrole-3-carboxylate COC(=O)C1=C(N(C=C1)C)N.ClC1=NC(=CC(=C1)C(F)(F)F)Cl